ClC=1C=C(C#N)C=C(C1)C(/C=C(/C=O)\C)(CC=C(C)C)C (E)-3-chloro-5-(2,4,7-trimethyl-1-oxooctan-2,6-dien-4-yl)benzonitrile